N-[3-(1,3-benzoxazol-2-yl)-2-methylphenyl]-2-methylpropanamide O1C(=NC2=C1C=CC=C2)C=2C(=C(C=CC2)NC(C(C)C)=O)C